(5R,8R)-4-chloro-5-methyl-8-{[tri(propan-2-yl)silyl]oxy}-5,6,7,8-tetrahydroquinoline ClC1=CC=NC=2[C@@H](CC[C@H](C12)C)O[Si](C(C)C)(C(C)C)C(C)C